2-[2-[2-[2-(3-amino-2-fluoro-1,1-dimethyl-propoxy)ethoxy]ethoxy]ethoxy]ethoxyl acetate C(C)(=O)OOCCOCCOCCOCCOC(C(CN)F)(C)C